C1=CC(=C(C(=C1)O)C#N)C#N hydroxyphthalonitrile